2-(6-chloro-3-(trifluoromethyl)-7H-pyrrolo[2,3-b]pyridin-7-yl)-2-methylpropanoic acid ClC1=CC=C2C(N1C(C(=O)O)(C)C)=NC=C2C(F)(F)F